CN(CCOC=1C=CC(=C(C1)C=1C=CC=C2C=NC(=NC12)NC1=CC=C(C=C1)N1CCOCC1)F)C 8-(5-(2-(dimethylamino)ethoxy)-2-fluorophenyl)-N-(4-morpholinylphenyl)quinazolin-2-amine